3-(2-(4,4-dimethylpiperidin-1-yl)acetamido)-4-methylthiophene-2-carboxylic acid CC1(CCN(CC1)CC(=O)NC1=C(SC=C1C)C(=O)O)C